N-[3-(4-amino-7-methyl-7H-pyrrolo[2,3-d]pyrimidin-5-yl)-2-fluoro-phenyl]-4-bromo-3-trifluoromethyl-benzenesulfonamide NC=1C2=C(N=CN1)N(C=C2C=2C(=C(C=CC2)NS(=O)(=O)C2=CC(=C(C=C2)Br)C(F)(F)F)F)C